FC(C(=O)OC(C(C(C(F)(F)F)(F)F)(F)F)=O)(C(C(F)(F)F)(F)F)F perfluorobutyric anhydride